Diisocyanato-1,3-dimethylcyclohexan N(=C=O)C1C(CCCC1C)(C)N=C=O